CO[C@@H](C(=O)N[C@H](C(=O)O)CCN(CCCCC1=NC=2NCCCC2C=C1)CCOC1=CC=CC=C1)C1=CC=CC=C1 (S)-2-((R)-2-methoxy-2-phenylacetamido)-4-((2-phenoxyethyl)(4-(5,6,7,8-tetrahydro-1,8-naphthyridin-2-yl)butyl)amino)butanoic acid